OC1=C(C=C(C=C1)C=1C=CC=2N(N1)C(=CN2)C=2C=C(C=CC2)NC(C)=O)OC N-[3-[6-(4-hydroxy-3-methoxy-phenyl)imidazo[1,2-b]pyridazin-3-yl]phenyl]acetamide